3-(4-aminoimidazo[2,1-f][1,2,4]triazin-7-yl)-N-(trans-4-(cyanomethyl)cyclohexyl)-4-methylbenzenesulfonamide trifluoroacetate FC(C(=O)O)(F)F.NC1=NC=NN2C1=NC=C2C=2C=C(C=CC2C)S(=O)(=O)N[C@@H]2CC[C@H](CC2)CC#N